BrC=1C=C(C(=O)OC)C=CC1OC1CC(C1)N(C)C(=O)OC(C)(C)C methyl 3-bromo-4-[3-[tert-butoxycarbonyl (methyl)amino] cyclobutoxy]benzoate